FC=1C(=C2C(C(C(C2=CC1)=O)=O)C#N)F bis-fluoro-cyano-indenedione